O1C(OCC1)C=1C=NC2=C(N=CC=C2C1)O 3-(1,3-Dioxolan-2-yl)-1,7-naphthyridin-8-ol